OC(C)(C)C=1C=CC(=C(C1)C=1C2=C(C(N(C1)C)=O)NC=C2)CN2CC(C2)CC2CCNCC2 4-[5-(1-hydroxy-1-methyl-ethyl)-2-[[3-(4-piperidylmethyl)azetidin-1-yl]methyl]phenyl]-6-methyl-1H-pyrrolo[2,3-c]pyridin-7-one